C(C)OC(=O)C1=CC=2C=NC(=CC2O1)SCC1=CC=CC=C1 6-Benzylthio-furo[3,2-C]pyridine-2-carboxylic acid ethyl ester